NC(C(=O)[O-])C(CC(=O)[O-])=O α-aminoketoglutarate